(4-fluorophenyl)-2-phenyl-ethanone methyl-5-(chloromethyl)-2,3-dimethylbenzoate COC(C1=C(C(=CC(=C1)CCl)C)C)=O.FC1=CC=C(C=C1)C(CC1=CC=CC=C1)=O